P(O)(O)(O)=O.N1C=CC=C1 pyrrole-phosphoric acid